NC1=C(C=NN1)C(=O)NC1=CC=C(C=C1)C#N 5-amino-N-(4-cyanophenyl)-1H-pyrazole-4-carboxamide